methyl (2R,3S)-3-((methylsulfonyl) amino)-2-(((cis-4-phenylcyclohexyl)oxy)methyl)piperidine-1-carboxylate CS(=O)(=O)N[C@@H]1[C@@H](N(CCC1)C(=O)OC)CO[C@@H]1CC[C@@H](CC1)C1=CC=CC=C1